2-(3-bromo-2-methylphenyl)-5-(pyrrolidin-1-ylmethyl)-6-(trifluoromethyl)benzo[d]oxazole BrC=1C(=C(C=CC1)C=1OC2=C(N1)C=C(C(=C2)C(F)(F)F)CN2CCCC2)C